O1C(C1)COC1=C(C=C(C=C1)C(C1=CC(=C(C(=C1)I)OCC1OC1)I)C1=CC(=C(C(=C1)I)OCC1OC1)I)C(F)(F)F 2,2'-(((((4-(oxiran-2-ylmethoxy)-3-(trifluoromethyl)phenyl)methylene)bis(2,6-diiodo-4,1-phenylene))bis(oxy))bis(methylene))bis(oxirane)